ClC=1C(=CC(=C(C1)NC(C(=C)C)=O)C)B1OC(C(O1)(C)C)(C)C N-(5-chloro-2-methyl-4-(4,4,5,5-tetramethyl-1,3,2-dioxaborolan-2-yl)phenyl)methacrylamide